CC1CCCC=2C=CC=C(C12)C1=CC=C2C(=C(C=NC2=C1)C#N)N1C[C@@H]2C(C([C@@H]2CC1)=O)=O 7-(8-methyl-5,6,7,8-tetrahydronaphthalen-1-yl)-4-((1R,6R)-7-oxo-8-oxo-3-azabicyclo[4.2.0]octane-3-yl)quinoline-3-carbonitrile